N1CC(C1)N1C(CN(CC1)C(=O)OC(C)(C)C)C(N)=O tert-Butyl 4-(azetidin-3-yl)-3-carbamoylpiperazine-1-carboxylate